(S)-(3-(1-amino-1,3-dihydrospiro[indene-2,4'-piperidine]-1'-yl)-6-((cyclopropylmethyl)thio)pyrazin-2-yl)methanol N[C@@H]1C2=CC=CC=C2CC12CCN(CC2)C=2C(=NC(=CN2)SCC2CC2)CO